(R)-3-oxohexahydroimidazo[1,5-a]pyrazin O=C1NC[C@@H]2N1CCNC2